Diphenylmethylene(1-indenyl)cyclopentadienylzirconium dichloride [Cl-].[Cl-].C1(=CC=CC=C1)C(C1=CC=CC=C1)=[Zr+2](C1C=CC=C1)C1C=CC2=CC=CC=C12